methyl 3-amino-1-methyl-cyclobutanecarboxylate HCl salt Cl.NC1CC(C1)(C(=O)OC)C